5-fluoro-7-((1-(1-(1-(2-fluoro-4-nitrophenyl)piperidine-4-carbonyl)azetidin-3-yl)piperidin-4-yl)methoxy)-2-(((tetrahydro-2H-pyran-4-yl)thio)methyl)quinazolin-4(3H)-one FC1=C2C(NC(=NC2=CC(=C1)OCC1CCN(CC1)C1CN(C1)C(=O)C1CCN(CC1)C1=C(C=C(C=C1)[N+](=O)[O-])F)CSC1CCOCC1)=O